CC=1C=C(C=CC1C)N1C(NC(C(C1=O)=CC=1N(C=CC1)C1=CC=C(C=C1)OC)=O)=S 1-(3,4-dimethylphenyl)-5-{[1-(4-methoxyphenyl)-1H-pyrrol-2-yl]methylene}-2-thioxodihydro-4,6(1H,5H)-pyrimidinedione